Methyl 4-(((1RS,2S)-2-((tert-butoxycarbonyl)amino)-1-cyano-3-(1H-indol-3-yl)propyl)amino)-2',3',4',5'-tetrahydro-[1,1'-biphenyl]-3-carboxylate C(C)(C)(C)OC(=O)N[C@H]([C@H](C#N)NC1=C(C=C(C=C1)C=1CCCCC1)C(=O)OC)CC1=CNC2=CC=CC=C12 |&1:9|